C(CC\C=C\C=C\CC\C=C/CCCCC)O (4e,6e,10z)-4,6,10-hexadecatrienyl alcohol